(R)-5-(azetidin-3-ylamino)-2-methyl-N-(1-(naphthalen-1-yl)ethyl)benzamide N1CC(C1)NC=1C=CC(=C(C(=O)N[C@H](C)C2=CC=CC3=CC=CC=C23)C1)C